ClC=1C=C(C(=NC1)NC(C(C)(C)C)=O)C=O N-(5-CHLORO-3-FORMYLPYRIDIN-2-YL)PIVALAMIDE